FC=1C(=NC=CC1CC=1C=NC=C(C1C)NC1=C(C=C(C=C1)C)F)N 3-fluoro-4-({5-[(2-fluoro-4-methylphenyl)amino]-4-methylpyridin-3-yl}methyl)pyridin-2-amine